CN(C(=O)N)C N,N-Dimethyl-urea